3-(1,4-dimethyl-1H-1,2,3-triazol-5-yl)-7-(2-hydroxypropan-2-yl)-5-(phenyl-(tetrahydro-2H-pyran-4-yl)methyl)-1,5-dihydro-2H-pyrido[3,2-b]indol-2-one CN1N=NC(=C1C1=CC=2N(C=3C=C(C=CC3C2NC1=O)C(C)(C)O)C(C1CCOCC1)C1=CC=CC=C1)C